CCC(C=CC1C(=CCCC1(C)C)C)=O Methyl-4-(2,6,6-trimethyl-2-cyclohexen-1-yl)-3-buten-2-one